tert-butyl N-[4-chloro-3-[[5-[2-(4-fluorophenyl)ethynyl]-3-methyl-2-pyridyl]carbamoyl]phenyl]carbamate ClC1=C(C=C(C=C1)NC(OC(C)(C)C)=O)C(NC1=NC=C(C=C1C)C#CC1=CC=C(C=C1)F)=O